CN1C(=NC2=C(C=C(C=C2C1=O)C)C(C)NC1=C(C(=O)O)C=CC=C1)N1C[C@@H]2C([C@@H]2C1)NC(=O)OCCN1CCOCC1 2-((1-(3,6-dimethyl-2-((1R,5S,6s)-6-(((2-morpholinoethoxy)carbonyl)amino)-3-azabicyclo[3.1.0]hexan-3-yl)-4-oxo-3,4-dihydroquinazolin-8-yl)ethyl)amino)benzoic acid